ONCCCCCN N5-hydroxy-cadaverine